NC1=NC(=C(C=2N1N=C(N2)CC2=C(C=CC=C2)C=2C=NN(C2)C)C2=NC=NC=C2)C2=C(C#N)C=CC=C2 (5-amino-2-(2-(1-methyl-1H-pyrazol-4-yl)benzyl)-8-(pyrimidin-4-yl)-[1,2,4]triazolo[1,5-c]pyrimidin-7-yl)benzonitrile